N1(CCCC1)CCOC(CN(CC(C)C)C)C 2-[2-(1-pyrrolidinyl)ethoxy]propyl-N-methyl-N-(iso-butyl)-amine